(S)-2-(5-ethyl-2-methoxyphenyl)-2-((R)-3-((5-(5,6,7,8-tetrahydro-1,8-naphthyridin-2-yl)pentyl)oxy)pyrrolidin-1-yl)acetic acid C(C)C=1C=CC(=C(C1)[C@@H](C(=O)O)N1C[C@@H](CC1)OCCCCCC1=NC=2NCCCC2C=C1)OC